OCC1=CC(=CC(=C1)CO)CO 1,3,5-trihydroxymethylbenzene